CC/C=C\\CC(/C=C/C=C\\C/C=C\\C=C\\C(CCCCCC(=O)[O-])OO)OO The molecule is a docosanoid anion that is the conjugate base of (8E,10Z,13Z,15E,19Z)-7,17-bis(hydroperoxy)docosapentaenoic acid, obtained by deprotonation of the carboxy group; major species at pH 7.3. It is a docosanoid anion and a long-chain fatty acid anion. It is a conjugate base of an (8E,10Z,13Z,15E,19Z)-7,17-bis(hydroperoxy)docosapentaenoic acid.